F[C@H]1C[C@H](N(C1)C(CN1CCC(CC1)NC1=C2C=C(C=NC2=CC=C1)OC)=O)C#N (2S,4S)-4-fluoro-1-[2-[4-[(3-methoxy-5-quinolinyl)amino]-1-piperidinyl]acetyl]pyrrolidine-2-carbonitrile